NC1=C(C(=NN1C(C(F)(F)F)C)C1=NC=C(C=C1)C(C)C(NC1=CC(=NO1)C1=C(C=C(C=C1)Cl)Cl)=O)C(=O)N 5-Amino-3-[5-[1-[[3-(2,4-dichlorophenyl)-1,2-oxazol-5-yl]carbamoyl]ethyl]pyridin-2-yl]-1-[1,1,1-trifluoropropan-2-yl]pyrazole-4-carboxamide